ClC=1C=C(OCC(=O)O)C=C(C1CC1=CC(=C(C=C1)O)C1=CC(=C(C=C1)F)Cl)Cl 2-[3,5-dichloro-4-[[3-(3-chloro-4-fluoro-phenyl)-4-hydroxy-phenyl]methyl]phenoxy]acetic acid